ClC1=C(C(=O)O)C=CC(=N1)N1N=C(C=C1)OCC1CC12CC2 2-chloro-6-[3-(spiro[2.2]pent-1-ylmethoxy)-pyrazol-1-yl]-nicotinic acid